3-(9'-phenyl-9H,9'H-[3,3'-bicarbazole]-9-yl)acenaphtho[1,2-b]quinoxaline-9,10-dinitrile C1(=CC=CC=C1)N1C2=CC=CC=C2C=2C=C(C=CC12)C=1C=CC=2N(C3=CC=CC=C3C2C1)C1=C2C=CC=C3C2=C(C=C1)C1=NC2=CC(=C(C=C2N=C13)C#N)C#N